6-chloro-2,4-difluoro-3-methylbenzenesulfonyl chloride ClC1=CC(=C(C(=C1S(=O)(=O)Cl)F)C)F